5-(2-methyl-1H-imidazol-1-yl)thiophen CC=1N(C=CN1)C1=CC=CS1